1,4,7,10-tetramethyl-1,4,7,10-tetraazacyclododecane CN1CCN(CCN(CCN(CC1)C)C)C